n-benzylideneaniline C1=CC=C(C=C1)C=NC2=CC=CC=C2